3-(trifluoromethyl)imidazo[1,5-a]pyrazine-1-carboxylic acid FC(C1=NC(=C2N1C=CN=C2)C(=O)O)(F)F